tert-butyl (2s,4s)-8-(4-cyano-2-fluorophenyl)-6,9-dioxo-5-(4-(trifluoromethyl)benzyl)-5,8-diazaspiro[3.5]nonane-2-carboxylate C(#N)C1=CC(=C(C=C1)N1CC(N(C2(CC(C2)C(=O)OC(C)(C)C)C1=O)CC1=CC=C(C=C1)C(F)(F)F)=O)F